C1(CC1)C1=NC=NC(=C1C=1N=CC2=C(N1)C(=CN2COCC[Si](C)(C)C)O)OC 2-(4-cyclopropyl-6-methoxy-pyrimidin-5-yl)-5-(2-trimethylsilylethoxymethyl)pyrrolo[3,2-d]pyrimidin-7-ol